COC=1C=C(C2=C(N(C=N2)C2=CC=C(C=C2)OC)C1)N1CCCCC1 6-methoxy-1-(4-methoxyphenyl)-4-(piperidin-1-yl)-1H-benzo[d]Imidazole